4'-(methylthio)-2-morpholinophenone CSC1=CC=C(C=C1)C(=O)C1CNCCO1